FC1CN(CCC1)C (Z)-3-fluoro-1-methylpiperidine